FC1=C(C(=CC=C1C(F)(F)F)OC)C1=CC(=NC=C1C(=O)NC=1SC(=NN1)OCC(C)OC)C 4-(2-fluoro-6-methoxy-3-(trifluoromethyl)phenyl)-N-(5-(2-methoxypropoxy)-1,3,4-thiadiazol-2-yl)-6-methylnicotinamide